oxygen Thian S1CCCCC1.[O]